2,8-bis(9H-carbazole-9-yl)dibenzo[b,d]thiophene C1=CC=CC=2C3=CC=CC=C3N(C12)C1=CC2=C(SC3=C2C=C(C=C3)N3C2=CC=CC=C2C=2C=CC=CC32)C=C1